imidazo[4,5-c]quinoline, trifluoroacetate salt FC(C(=O)O)(F)F.N1C=NC=2C=NC=3C=CC=CC3C21